C(#N)C1CN(C1)C1=NN(C(C=C1)=O)C=1C=CC(=NC1)N[C@@H]1C[C@@H](CC1)CNC(=O)C1=CC(=NO1)C N-[[(1R,3S)-3-[[5-[3-(3-cyanoazetidin-1-yl)-6-oxo-pyridazin-1-yl]-2-pyridyl]amino]cyclopentyl]methyl]-3-methylisoxazole-5-carboxamide